(3-[2-(PYRIDIN-2-YL)ETHOXY]PHENYL)BORANEDIOL N1=C(C=CC=C1)CCOC=1C=C(C=CC1)B(O)O